(4-(4-pyridinyl)phenyl)-9H-carbazole N1=CC=C(C=C1)C1=CC=C(C=C1)C1=CC=CC=2C3=CC=CC=C3NC12